OC(CN1NCCC1=O)(C)C 2-(2-hydroxy-2-methylpropyl)pyrazolidin-3-one